methyl (S)-2-((2S,3R)-3-((tert-butoxycarbonyl)amino)-2-hydroxy-4-phenylbutanamido)-2-(3-(trifluoromethoxy)phenyl)propanoate C(C)(C)(C)OC(=O)N[C@@H]([C@@H](C(=O)N[C@@](C(=O)OC)(C)C1=CC(=CC=C1)OC(F)(F)F)O)CC1=CC=CC=C1